1,4-bis(hydroxymethoxy)benzene Tert-Butyl-4-(7-(3-amino-6-methylthieno[2,3-b]pyridine-2-carboxamido)-5,6,7,8-tetrahydroquinolin-3-yl)piperazine-1-carboxylate C(C)(C)(C)OC(=O)N1CCN(CC1)C=1C=NC=2CC(CCC2C1)NC(=O)C1=C(C=2C(=NC(=CC2)C)S1)N.OCOC1=CC=C(C=C1)OCO